S(=O)(=O)(ON1[C@@H]2CC[C@H](N(C1=O)C2)C(NC(=O)[C@H]2CN(CC2)C=O)=N)O (2S,5R)-2-(N-((R)-1-formylpyrrolidine-3-carbonyl) carbamimidoyl)-7-oxo-1,6-diazabicyclo[3.2.1]octan-6-yl hydrogen sulfate